FC(OC[C@@H](CO)NC(OC(C)(C)C)=O)F tert-butyl (R)-(1-(difluoromethoxy)-3-hydroxypropan-2-yl)carbamate